5-oxo-5H-thiazolo[3,2-a]pyrimidine-6-carboxamide O=C1C(=CN=C2N1C=CS2)C(=O)N